Tert-butyl (4-((bis((2S,3R,4R,5R)-2,3,4,5,6-pentahydroxyhexyl) amino)methyl)benzyl)carbamate O[C@@H](CN(C[C@@H]([C@H]([C@@H]([C@@H](CO)O)O)O)O)CC1=CC=C(CNC(OC(C)(C)C)=O)C=C1)[C@H]([C@@H]([C@@H](CO)O)O)O